4-phenylbut-3-en-2-one C1(=CC=CC=C1)C=CC(C)=O